sodium (S)-3-(3-(1,6-dimethyl-4-oxido-2-oxo-1,2-dihydropyridin-3-yl)ureido)-3-(3-(p-tolyloxy) phenyl)propanoate CN1C(C(=C(C=C1C)[O-])NC(N[C@@H](CC(=O)[O-])C1=CC(=CC=C1)OC1=CC=C(C=C1)C)=O)=O.[Na+].[Na+]